S(=O)([O-])[O-].[Ru+3].S(=O)([O-])[O-].S(=O)([O-])[O-].[Ru+3] ruthenium sulfite salt